[Si](C1=CC=CC=C1)(C1=CC=CC=C1)(C(C)(C)C)OCC(=O)O 2-[tert-butyl(diphenyl)silyl]oxyacetic acid